C(C1=CC=CC=C1)(=O)[C@@]1(C[C@H](O)[C@@H](CO)O1)N1C(=O)N=C(N)C=C1 Benzoyl-2'-deoxycytidine